tert-butyl (trans-4-(4,4-difluoro-N-(5-(2-methoxypyrimidin-5-yl)pyrazin-2-yl)butanamido)cyclohexyl)carbamate FC(CCC(=O)N(C1=NC=C(N=C1)C=1C=NC(=NC1)OC)[C@@H]1CC[C@H](CC1)NC(OC(C)(C)C)=O)F